N-(2-(6-(4-iodophenylamino)-2-(methylthio)pyrimidin-4-ylamino)ethyl)-2-methoxynicotinamide IC1=CC=C(C=C1)NC1=CC(=NC(=N1)SC)NCCNC(C1=C(N=CC=C1)OC)=O